CC1(CNC2=CC=CC=C12)C(=O)O 3-methyl-indoline-3-carboxylic acid